tert-butyl (S)-(1-(benzyloxy)-3-((3-bromo-5-chloropyridin-2-yl)oxy)propan-2-yl)carbamate C(C1=CC=CC=C1)OC[C@@H](COC1=NC=C(C=C1Br)Cl)NC(OC(C)(C)C)=O